BrC1=CC=C(C=C1)[C@H](CC(=O)O)C (3S)-3-(4-Bromophenyl)butanoic acid